ClC=1C(=NC=C(C1)C(=O)OCCC1=CC=CC=C1)N1CCN(CC1)C(=O)OC(C)(C)C tert-butyl 4-[3-chloro-5-(2-phenylethoxycarbonyl)-2-pyridyl]piperazine-1-carboxylate